ClC1=C(C(=CC=C1)Cl)N1CC(C1)C1=CC(=C(CN2CCC(CC2)C(=O)O)C(=C1)C)F 1-(4-(1-(2,6-dichlorophenyl)azetidin-3-yl)-2-fluoro-6-methylbenzyl)piperidine-4-carboxylic acid